FC1=C(C=CC=C1)C1=C(C(=NC=C1)C(C)OCC(F)(F)F)NC(=O)C=1C=NC(=NC1)C(C)C N-(4-(2-fluorophenyl)-2-(1-(2,2,2-trifluoroethoxy)ethyl)pyridin-3-yl)-2-isopropylpyrimidine-5-carboxamide